OP(O)(=O)OP(=O)(O)OC[C@@H]1[C@H]([C@H]([C@@H](O1)N1C=NC=2C(=O)NC(N)=NC12)O)O guanosine 5'-(trihydrogen diphosphate)